benzyl 2-(2-(2-((((2R,3R,4R,5S)-3,4-dihydroxy-5-((6-(trifluoromethyl)pyrazin-2-yl)amino)tetrahydro-2H-pyran-2-yl)methyl)amino)-2-oxoethoxy)ethoxy)acetate O[C@H]1[C@H](OC[C@@H]([C@H]1O)NC1=NC(=CN=C1)C(F)(F)F)CNC(COCCOCC(=O)OCC1=CC=CC=C1)=O